N-(3-acetylphenyl)-2-[8-[(3-methyl-1H-indazol-6-yl)amino]-1-oxo-2-isoquinolyl]acetamide C(C)(=O)C=1C=C(C=CC1)NC(CN1C(C2=C(C=CC=C2C=C1)NC1=CC=C2C(=NNC2=C1)C)=O)=O